C1C=CC=2OC3=C(C21)C=CC=C3CCCC(=O)[O-] 1H-cyclopenta[b]benzofuran-5-butyrate